C(C)N1C(NC2=CC=CC=3C2=C1N=CN3)=O 3-ethyl-2-oxo-2,3-dihydro-1H-pyrimido[4,5,6-de]quinazolin